CC1=CC2=CC3=CC(=CC(=C3C(=C2C(=O)O1)O)O)O The molecule is a naphtho-gamma-pyrone that is 1H-benzo[g]isochromen-1-one substituted by a methyl group at position 3 and hydroxy groups at positions 7, 9 and 10. It has a role as a fungal metabolite. It is a heptaketide, a member of phenols, a lactone and a naphtho-alpha-pyrone.